N-(2,6-dioxopiperidine-3-yl)-7-(4-(hydroxymethyl)piperidine-1-yl)benzo[d][1,3]Dioxolane-4-carboxamide O=C1NC(CCC1NC(=O)C1=CC=C(C=2OCOC21)N2CCC(CC2)CO)=O